IC=1C=C(C(=O)O)C=C(C1)[N+](=O)[O-] 3-Iodo-5-Nitrobenzoic Acid